ClC1=CC=C(C=C1)C(C)C1=CC=C2C(=N1)SC(=N2)NC(=O)C2=CN=NC=C2C2=C(C=CC=C2)OC N-(5-(1-(4-chlorophenyl)ethyl)thiazolo[5,4-b]pyridin-2-yl)-5-(2-methoxyphenyl)pyridazine-4-carboxamide